desaminotyrosyl-tyrosine dodecyl-dodecanedioate C(CCCCCCCCCCC)C(C(=O)O)CCCCCCCCCC(=O)O.C(CC1=CC=C(C=C1)O)C(=O)N[C@@H](CC1=CC=C(C=C1)O)C(=O)O